N1CC2(C=3C1=NC=C(C3)C=3C(=C(C(=O)N(C)CCO)C=CC3)F)CC2 3-(1',2'-Dihydrospiro[cyclopropane-1,3'-pyrrolo[2,3-b]pyridin]-5'-yl)-2-fluoro-N-(2-hydroxyethyl)-N-methylbenzamide